ClC=1C=C2C(=C(C=NC2=CC1)C(=O)N1CCN(CC1)S(=O)(=O)C)C1=CC=C(C=C1)C1(CC1)C#N 1-(4-(6-Chloro-3-(4-(methylsulfonyl)piperazine-1-carbonyl)quinolin-4-yl)phenyl)cyclopropanecarbonitrile